O=C1NC(CCC1N1C(N(C2=C1C=CC=C2C2CN(C2)C(=O)OC(C)(C)C)C)=O)=O Tert-butyl 3-[1-(2,6-dioxo-3-piperidyl)-3-methyl-2-oxo-benzimidazol-4-yl]azetidine-1-carboxylate